C(C)(C)(C)OC(=O)N1C=CC2=C(C(=CC(=C12)C)OC)CCl 4-(chloromethyl)-5-methoxy-7-methyl-1H-indole-1-carboxylic acid tert-butyl ester